L-aspArtic acid N[C@@H](CC(=O)O)C(=O)O